3-(3,6-Dihydro-2H-pyran-4-yl)thiophene-2-carbaldehyde O1CCC(=CC1)C1=C(SC=C1)C=O